C=1(C(=CC=CC1)C(=O)OCCCCCCCCCCC)C(=O)OCCCCCCCCCCC di(undecyl) benzene-1,2-dicarboxylate